N-[1-benzyl-3-[(cis-4-phenylcyclohexyl)methoxy]-4H-pyridin-4-yl]methanesulfonamide C(C1=CC=CC=C1)N1C=C(C(C=C1)NS(=O)(=O)C)OC[C@@H]1CC[C@@H](CC1)C1=CC=CC=C1